6-(4-(2-Aminoethyl)phenyl)-N-((1r,3r)-3-methoxycyclobutyl)-2-(1-methyl-1H-imidazol-2-yl)-5-phenylpyrrolo[2,1-f][1,2,4]triazin-4-amine hydrochloride salt Cl.NCCC1=CC=C(C=C1)C=1C(=C2C(=NC(=NN2C1)C=1N(C=CN1)C)NC1CC(C1)OC)C1=CC=CC=C1